(3,4-Dimethylbenzyl)trimethylammonium Chloride [Cl-].CC=1C=C(C[N+](C)(C)C)C=CC1C